4-{[3-(3-Methyl-5-nitropyridin-2-yl)-1,2,4-oxadiazol-5-yl]methoxy}butyl benzoate C(C1=CC=CC=C1)(=O)OCCCCOCC1=NC(=NO1)C1=NC=C(C=C1C)[N+](=O)[O-]